(5-amino-2-methylbenzo[d]oxazol-6-yl)methanol ethyl-2-(4-((tert-butoxycarbonyl)amino)-5-fluoro-2-nitrophenyl)propanoate C(C)C(C(=O)OCC1=CC2=C(N=C(O2)C)C=C1N)(C)C1=C(C=C(C(=C1)F)NC(=O)OC(C)(C)C)[N+](=O)[O-]